C(C=1OC=CC1)C=1OC=CC1 2,2'-methylenedifuran